2-chloro-N-(5-chloro-2-nitrobenzyl)-N-(furan-2-ylmethyl)benzamide ClC1=C(C(=O)N(CC=2OC=CC2)CC2=C(C=CC(=C2)Cl)[N+](=O)[O-])C=CC=C1